(S)-2-(1-((2-chloro-6,7-dihydrothieno[3,2-d]pyrimidin-4-yl)amino)ethyl)phenol ClC=1N=C(C2=C(N1)CCS2)N[C@@H](C)C2=C(C=CC=C2)O